CC=1C=CC(=NC1)CC=1C(C2=CC=CC=C2C(C1CCC1COC1)=O)=O ((5-methylpyridin-2-yl)methyl)-3-(2-(oxetan-3-yl)ethyl)naphthalene-1,4-dione